1-methyl-6-nitroindoline-2,3-dione CN1C(C(C2=CC=C(C=C12)[N+](=O)[O-])=O)=O